CN1N=NC2=C1C=CC(=C2C)C(C(C(=O)O)(C)C)C2=CC(=C(C=C2)C)CN2C[C@H](OC1=C3C=CC=NC3=CC=C1C2)CC 3-(1,4-dimethyl-1H-benzo[d][1,2,3]triazol-5-yl)-3-(3-(((R)-2-ethyl-2,3-dihydro-[1,4]oxazepino[7,6-f]quinolin-4(5H)-yl)methyl)-4-methylphenyl)-2,2-dimethylpropanoic acid